FC1(CCN(CC1)C1=NC(=CC(=N1)NC(C1=C(C=C(C=C1F)NS(=O)(=O)CCO)N1CC[Si](CC1)(C)C)=O)C)F N-(2-(4,4-difluoropiperidin-1-yl)-6-methylpyrimidin-4-yl)-2-(4,4-dimethyl-1,4-azasilinan-1-yl)-6-fluoro-4-((2-hydroxyethyl)sulfonamido)benzamide